C(=O)O.CN([C@]1(CN(CCC1)C1=CC(=C(C(=C1)F)S(=O)(=O)NC1=NC=NC=C1)F)C[C@H]1CCC2=CC=C(C=C12)C(F)(F)F)C 4-((S)-3-(Dimethylamino)-3-(((R)-6-(trifluoromethyl)-2,3-dihydro-1H-inden-1-yl)methyl)piperidin-1-yl)-2,6-difluoro-N-(pyrimidin-4-yl)benzenesulfonamide formate